(2,2-dimethoxyethoxy)benzene-1,2-dicarboxylic acid dimethyl ester COC(=O)C=1C(=C(C=CC1)OCC(OC)OC)C(=O)OC